N1C=NC=C1C1=C(N=C2N1C=C(C=N2)OC2COCC2)C2=NC(=NN2)C(F)(F)F 5-[3-(1H-imidazol-5-yl)-6-(oxolan-3-yloxy)imidazo[1,2-a]pyrimidin-2-yl]-3-(trifluoromethyl)-1H-1,2,4-triazole